C(C)OC(C(=C(C)N)C1=C(C(=CC=C1)OC)F)=O 3-amino-2-(2-fluoro-3-methoxyphenyl)-2-butenoic acid ethyl ester